(7S)-N-(2-Amino-4-((4-hydroxybenzyl)amino)phenyl)-7,8-difluorooctanamid NC1=C(C=CC(=C1)NCC1=CC=C(C=C1)O)NC(CCCCC[C@@H](CF)F)=O